C(C)NC1=C2C(=NC(=C1)NC=1C=C3CCN(CC3=CC1OC)C(C(F)(F)F)=O)NC=C2C(F)(F)F 1-(6-((4-(ethylamino)-3-(trifluoromethyl)-1H-pyrrolo[2,3-b]pyridin-6-yl)amino)-7-methoxy-3,4-dihydroisoquinolin-2(1H)-yl)-2,2,2-trifluoroethan-1-one